1-(2-cyanopropan-2-yl)-3-methyl-4-nitro-1H-pyrazol C(#N)C(C)(C)N1N=C(C(=C1)[N+](=O)[O-])C